C(#N)C=1C=C2C(=CC1)NC(C21CCN(CC1)CCOC1=CC=C(C=C1)C(C(=O)N)(C)C)=O 2-[4-(2-{5-cyano-2-oxo-1,2-dihydrospiro[indole-3,4'-piperidin]-1'-yl}ethoxy)phenyl]-2-methylpropanamide